C1N(CCC2=CC=CC=C12)C[C@H](CN1C(C2=CC=C(C=C2CC1)NC1CCOCC1)=O)O 2-[(2R)-3-(3,4-dihydro-1H-isoquinolin-2-yl)-2-hydroxy-propyl]-6-(tetrahydropyran-4-ylamino)-3,4-dihydroisoquinolin-1-one